4-(3-((5-(difluoromethyl)-2-((3-methyl-1-(8-methyl-8-azabicyclo[3.2.1]octan-3-yl)-1H-pyrazol-4-yl)amino)pyrimidin-4-yl)amino)propyl)-2,2-dimethyl-1,4-oxazepan-3-one FC(C=1C(=NC(=NC1)NC=1C(=NN(C1)C1CC2CCC(C1)N2C)C)NCCCN2C(C(OCCC2)(C)C)=O)F